C(C=C)(=O)N1C[C@@H](N(CC1)C=1C2=C(N(C(N1)=O)C[C@H]1N(CCC1)C)N=C(C(=C2)F)C2=C(C=CC=C2O)F)C 4-((S)-4-propenoyl-2-methylpiperazin-1-yl)-6-fluoro-7-(2-fluoro-6-hydroxyphenyl)-1-(((S)-1-methylpyrrolidin-2-yl)methyl)pyrido[2,3-d]pyrimidin-2(1H)-one